NC1=NC(=CC=C1C1CC2(CC(C2)(F)F)CCN1C(=O)OC(C)(C)C)C(=O)OC tert-Butyl 6-(2-amino-6-(methoxycarbonyl)pyridin-3-yl)-2,2-difluoro-7-azaspiro[3.5]nonane-7-carboxylate